N-(6-((5-bromo-2-((5-bromo-2-methoxy-4-(4-morpholinopiperidin-1-yl)phenyl)amino)pyrimidin-4-yl)amino)-2,3-dihydrobenzofuran-5-yl)methanesulfonamide BrC=1C(=NC(=NC1)NC1=C(C=C(C(=C1)Br)N1CCC(CC1)N1CCOCC1)OC)NC1=CC2=C(CCO2)C=C1NS(=O)(=O)C